(S)-(4-(3-(3-chloropyridin-2-yloxy)pyrrolidin-1-yl)-3-(hydroxymethyl)phenyl)(4-(methoxymethyl)phenyl)methanone ClC=1C(=NC=CC1)O[C@@H]1CN(CC1)C1=C(C=C(C=C1)C(=O)C1=CC=C(C=C1)COC)CO